[Cl-].C[NH+](CCCCCCCCCCCCCCCCCC)C Dimethyl-stearyl-ammonium chloride